C(#C)C1=NN=C(S1)NC(=O)N[C@@H](CO)C1=CC=C(C=C1)C1=NC(=CC=C1)N1CCCC1 (R)-1-(5-ethynyl-1,3,4-thiadiazol-2-yl)-3-(2-hydroxy-1-(4-(6-(pyrrolidin-1-yl)-pyridin-2-yl)phenyl)ethyl)urea